C(C)OC(=O)C=1NNC(C1C)=O 4-methyl-5-oxo-2,5-dihydro-1H-pyrazole-3-carboxylic acid ethyl ester